ClC1=C(C(=CC=C1)F)C1=N[C@H](C2=NN=C(N2C=2SC=3OCCOCC3C12)C)C (7S)-9-(2-chloro-6-fluoro-phenyl)-3,7-dimethyl-13,16-dioxa-18-thia-2,4,5,8-tetrazatetracyclo[8.8.0.02,6.011,17]octadeca-1(10),3,5,8,11(17)-pentaene